NCC(CN1N=CN(C1=O)CC1=CC(=CS1)C=1C=C2CN(C(NC2=CC1)=O)C)=C(F)F 6-[5-[[1-[2-(aminomethyl)-3,3-difluoro-allyl]-5-oxo-1,2,4-triazol-4-yl]methyl]-3-thienyl]-3-methyl-1,4-dihydroquinazolin-2-one